OCC[C@H]1N(CCCC1)C1=NC=2N(C(=N1)NCC1=CC=C(C=C1)NC(C)=O)N=CC2C(C)C (S)-N-(4-(((2-(2-(2-hydroxyethyl)piperidin-1-yl)-8-isopropylpyrazolo[1,5-a][1,3,5]triazin-4-yl)amino)methyl)phenyl)acetamide